C1(CC1)C=1C=C(C=CC1)C=1C=C2C=NN(C(C2=CC1)=O)C1=NC=CC=C1 6-(3-Cyclopropylphenyl)-2-(pyridin-2-yl)phthalazin-1(2H)-one